9-methyl-6,6-di(methyl-13C)-6H-benzo[c]chromene-1,3-diol CC1=CC2=C(C(OC=3C=C(C=C(C23)O)O)([13CH3])[13CH3])C=C1